2-(4-cyclobutyl-2-methylpiperazin-1-yl)-6-isopropyl-5-(8-methyl-[1,2,4]triazolo[1,5-a]pyridin-6-yl)-4H-pyrrolo[3,2-d]thiazole C1(CCC1)N1CC(N(CC1)C=1SC2=C(N1)C(=C(N2)C=2C=C(C=1N(C2)N=CN1)C)C(C)C)C